C1(=CC=CC=C1)[C@@H](CC)C1=C(C(=NC2=C(C=CC=C12)C#N)N)C#N (R)-1-phenylpropyl(amino)quinoline-3,8-dicarbonitrile